CN1C=NC2=C1C=CC=C2C2=C(N=C(C(=N2)C(=O)N)NC2=CC=C(C=C2)N2CCOCC2)NC=2C=NN(C2)C 6-(1-methylbenzimidazol-4-yl)-5-[(1-methylpyrazol-4-yl)amino]-3-(4-morpholinoanilino)pyrazine-2-carboxamide